14-((2-(2,6-dioxopiperidin-3-yl)-1,3-dioxoisoindolin-5-yl)amino)-3,6,9,12-tetraoxatetradecanoic acid O=C1NC(CCC1N1C(C2=CC=C(C=C2C1=O)NCCOCCOCCOCCOCC(=O)O)=O)=O